lithium 4-cyanophenoxide C(#N)C1=CC=C([O-])C=C1.[Li+]